CC1(OCC2(C1)CCN(CC2)C2=C(C=CC=C2F)C(C)O)C (2-{3,3-dimethyl-2-oxa-8-azaspiro[4.5]decan-8-yl}-3-fluorophenyl)ethan-1-ol